C(CCC(=O)OC=1C(=C2CC[C@](OC2=C(C1C)C)(CCC[C@@H](CCC[C@@H](CCCC(C)C)C)C)C)C)(=O)OCCOCCOCCOCCOCCOCCOCCOCCN=[N+]=[N-] 23-azido-3,6,9,12,15,18,21-heptaoxatricosyl ((R)-2,5,7,8-tetramethyl-2-((4R,8R)-4,8,12-trimethyltridecyl)chroman-6-yl) succinate